COC=1C=C(C=C(C1)N1C=NC(=C1)C)NC1=CC(=NC2=CC=CC=C12)C N-(3-Methoxy-5-(4-Methyl-1H-imidazol-1-yl)phenyl)-2-methylquinolin-4-amine